4-((4-(4-((3-methoxyphenoxy)methyl)-2,6-dimethylphenoxy)pyrimidin-2-yl)amino)benzonitrile COC=1C=C(OCC2=CC(=C(OC3=NC(=NC=C3)NC3=CC=C(C#N)C=C3)C(=C2)C)C)C=CC1